CN(C(=O)[C@@H]1N(C[C@H](C1)SC(C)=O)C(=O)OCC1=CC=C(C=C1)[N+](=O)[O-])C (2R,4S)-2-dimethylcarbamoyl-4-acetylmercapto-1-(p-nitrobenzyloxycarbonyl)pyrrolidine